NC[C@H]1CN(C(O1)=O)C1=CC(=C(C=C1)N1CCOCC1)F (S)-5-(aminomethyl)-3-(3-fluoro-4-morpholinylphenyl)-2-oxazolidinone